N1(CCOCC1)C=1C=C(C=2N(C1)N=CC2C#N)O[C@@H]2CC[C@@H](CC2)NC2=NC=CC=N2 6-(Morpholin-4-yl)-4-{[cis-4-[(pyrimidin-2-yl)amino]cyclohexyl]oxy}pyrazolo[1,5-a]pyridine-3-carbonitrile